1-(5-(5-(2,6-difluoro-4-((methylamino)methyl)phenyl)-1H-pyrazolo[3,4-c]pyridin-3-yl)pyridin-2-yl)piperidin-4-ol FC1=C(C(=CC(=C1)CNC)F)C=1C=C2C(=CN1)NN=C2C=2C=CC(=NC2)N2CCC(CC2)O